C(C)O[Si](OCC)(OCC)CCCNC(=O)NCCC[Si](OCC)(OCC)OCC N,N'-bis(triethoxysilylpropyl)urea